BrCC1=C(C(=CC=C1)C)I 1-(Bromomethyl)-2-iodo-3-methylbenzene